FC1=C(C=CC=2N=CSC21)NC2=NC=NC1=CC(=CC(=C21)OC2CCN(CC2)C(=O)OCC2=CC=CC=C2)C=2C=NN(C2)C benzyl 4-((4-[(7-fluoro-1,3-benzothiazol-6-yl)amino]-7-(1-methyl-1H-pyrazol-4-yl)quinazolin-5-yl)oxy)piperidine-1-carboxylate